FC1=CC=C(C=C1)NC(=O)C1(CC1)C(=O)NC1=CC=C(C=C1)OC1=CC=NC2=CC(=C(C=C12)OC)OC cyclopropane-1,1-dicarboxylic acid [4-(6,7-dimethoxy-quinoline-4-yloxyl)-phenyl]-amide (4-fluoro-phenyl)-amide